BrC=1C(=C(C=CC1N)C1=CC=C(C=C1)N)Br dibromo-4,4'-diaminobiphenyl